Dihexyl thioether C(CCCCC)SCCCCCC